tert-Butyl 3-{[2-(4-chlorophenyl)imidazo[1,2-a]pyridin-3-yl]methyl}-3,8-diazabicyclo[3.2.1]octane-8-carboxylate ClC1=CC=C(C=C1)C=1N=C2N(C=CC=C2)C1CN1CC2CCC(C1)N2C(=O)OC(C)(C)C